6-[(1,5-dimethyl-1H-pyrazol-3-yl)amino]-4-[(3-methanesulfonylpyridin-2-yl)amino]-N-(2H3)methylpyridazine-3-carboxamide CN1N=C(C=C1C)NC1=CC(=C(N=N1)C(=O)NC([2H])([2H])[2H])NC1=NC=CC=C1S(=O)(=O)C